methyl 5-(acetyloxy)-4-bromo-2H-indazole-7-carboxylate C(C)(=O)OC1=C(C2=CNN=C2C(=C1)C(=O)OC)Br